1-((1R,4R)-2-propionyl-2-azabicyclo[2.1.1]hexan-5-yl)-3-(4-(trifluoromethoxy)phenyl)urea C(CC)(=O)N1[C@H]2C([C@@H](C1)C2)NC(=O)NC2=CC=C(C=C2)OC(F)(F)F